n-butyl-{[3-({5-[3-amino-2,6-dioxo-4-(trifluoromethyl)-3,6-dihydropyrimidin-1(2H)-yl]-2-chloro-4-fluorophenyl} sulfanyl) pyridin-2-yl] oxy} acetate C(C)(=O)OOC1=NC=CC(=C1SC1=C(C=C(C(=C1)N1C(N(C(=CC1=O)C(F)(F)F)N)=O)F)Cl)CCCC